2-fluoro-1'-((6-fluoro-4-oxo-4,5-dihydropyrrolo[1,2-a]quinoxalin-7-yl)methyl)-N-(2-methoxyethyl)-1',2',3',6'-tetrahydro-[3,4'-bipyridine]-6-carboxamide FC1=NC(=CC=C1C=1CCN(CC1)CC=1C(=C2NC(C=3N(C2=CC1)C=CC3)=O)F)C(=O)NCCOC